2-(5-amino-2-(furan-2-yl)-7H-pyrazolo[4,3-e][1,2,4]triazolo[1,5-c]pyrimidin-7-yl)pentanoic acid ethyl ester C(C)OC(C(CCC)N1N=CC=2C=3N(C(=NC21)N)N=C(N3)C=3OC=CC3)=O